ClC1=CC=C(C=C1)C(C(N1CCC2=CC=C(C=C12)OC(F)(F)F)=O)NC=1C=C(OCCC(C(=O)OC)C)C=C(C1)OC methyl 4-(3-((1-(4-chlorophenyl)-2-oxo-2-(6-(trifluoromethoxy)indolin-1-yl)ethyl)amino)-5-methoxyphenoxy)-2-methylbutanoate